(chroman-5-yl)-6,7-dihydro-5H-benzo[7]annulene-3-carboxylate O1CCCC2=C(C=CC=C12)OC(=O)C1=CC2=C(C=CCCC2)C=C1